C(CC)(=S)S Dithiopropionic acid